1-((1R,3r,5S)-3-(4-((4-([1,2,4]triazolo[1,5-a]pyridin-7-yloxy)-2-fluoro-5-methylphenyl)amino)pyrido[3,2-d]pyrimidin-6-yl)-8-azabicyclo[3.2.1]octan-8-yl)but-2-yn-1-one N=1C=NN2C1C=C(C=C2)OC2=CC(=C(C=C2C)NC=2C1=C(N=CN2)C=CC(=N1)C1C[C@H]2CC[C@@H](C1)N2C(C#CC)=O)F